Sodium 3-(((2,2-diheptyl-1,3-dioxolan-4-yl)methoxy)carbonyl)propane-1-sulfonate C(CCCCCC)C1(OCC(O1)COC(=O)CCCS(=O)(=O)[O-])CCCCCCC.[Na+]